4-[2-[[5-(3-pyridyl)imidazo[2,1-b][1,3,4]thiadiazol-2-yl]amino]ethyl]benzene-sulfonamide N1=CC(=CC=C1)C1=CN=C2SC(=NN21)NCCC2=CC=C(C=C2)S(=O)(=O)N